N-(4-bromobenzenesulfonyl)diphenylsulfilimine BrC1=CC=C(C=C1)S(=O)(=O)N=S(C1=CC=CC=C1)C1=CC=CC=C1